ClC1=CC=C(C=C1)C1=NN(C[C@H]1C1=CC=CC=C1)/C(/NC[C@H](C)NS(N)(=O)=O)=N/S(=O)(=O)C1=CC=C(C=C1)Cl (R,E)-3-(4-chlorophenyl)-N'-((4-chlorophenyl)sulfonyl)-4-phenyl-N-((S)-2-(sulfamoylamino)propyl)-4,5-dihydro-1H-pyrazole-1-carboximidamide